(R/S)-1-(1,1-difluoro-2,3-dihydro-1H-inden-4-yl)ethylamine hydrochloride Cl.FC1(CCC2=C(C=CC=C12)[C@@H](C)N)F |r|